3-(perfluoropyrid-4-yl)pentane FC1=NC(=C(C(=C1F)C(CC)CC)F)F